FC1=C(C=C(C=N1)N1C(NC(CC1)=O)=O)C 1-(6-fluoro-5-methyl-3-pyridyl)hexahydropyrimidine-2,4-dione